C1(=CC=C(C=C1)N(C1=CC=C(C=C1)C1=CC=C(C=C1)C1=CC=C(C=C1)C1=CC=C(C=C1)N(C1=CC=C(C=C1)C)C1=CC=C(C=C1)C)C1=CC=C(C=C1)C)C 4,4'-bis[4-(di-p-tolylamino)phenyl]biphenyl